cis-2,6-dimethyl-4-(4-(4,4,5,5-tetramethyl-1,3,2-dioxaborolan-2-yl)phenyl)morpholine C[C@@H]1CN(C[C@@H](O1)C)C1=CC=C(C=C1)B1OC(C(O1)(C)C)(C)C